7-methyl-6-(4-(methylthio)benzyl)-[1,2,4]triazolo[1,5-a]pyridin-5(1H)-one CC=1C=C2N(C(C1CC1=CC=C(C=C1)SC)=O)N=CN2